N-(4,4-difluorocyclohexyl)-6-(1,1-difluoroethyl)-2-(4-methylthiazol-2-yl)pyrimidin-4-amine FC1(CCC(CC1)NC1=NC(=NC(=C1)C(C)(F)F)C=1SC=C(N1)C)F